BrC1=C(C=C(C=C1)NC(OC(C)(C)C)=O)Cl tert-butyl (4-bromo-3-chlorophenyl)carbamate